C(#N)C1=C(C=CC(=N1)C=1CC=NCC1)/N=C/N(C)C (E)-6-cyano-5-(((dimethylamino)methylene)amino)-3',6'-dihydro-[2,4'-bipyridine]